N-[3-(trimethoxysilyl)propyl]-1,2-ethanediamine CO[Si](CCCNCCN)(OC)OC